2-(1-(1-(methoxycarbonyl)cyclopropyl)piperidin-4-yl)acetic acid hydrochloride Cl.COC(=O)C1(CC1)N1CCC(CC1)CC(=O)O